(R)-N-(6-methoxy-8-methylisoquinolin-1-yl)-4-(5-(methyl-d3)-1,3,4-thiadiazol-2-yl)-N-(piperidin-3-yl)benzamide COC=1C=C2C=CN=C(C2=C(C1)C)N(C(C1=CC=C(C=C1)C=1SC(=NN1)C([2H])([2H])[2H])=O)[C@H]1CNCCC1